C1OCC12CN(C2)C(CC=O)C 3-{2-oxa-6-azaspiro[3.3]heptan-6-yl}butan-1-one